2-[[4,5-dibromo-2-(4,4,4-trifluorobutyl)imidazol-1-yl]methoxy]ethyl-trimethyl-silane BrC=1N=C(N(C1Br)COCC[Si](C)(C)C)CCCC(F)(F)F